2,7-dibromo-9-(4-iodophenyl)-9H-carbazole BrC1=CC=2N(C3=CC(=CC=C3C2C=C1)Br)C1=CC=C(C=C1)I